C(C)(C)(C)OC(=O)N1CCN(CC1)C1=NC=C(C=C1F)O 4-(3-fluoro-5-hydroxypyridin-2-yl)piperazine-1-carboxylic acid tert-butyl ester